3,7-diacetyl-1-aminonaphthalene C(C)(=O)C=1C=C(C2=CC(=CC=C2C1)C(C)=O)N